2',3,5'-Trichloro-4-((3,5-difluoropyridin-2-yl)ethoxy)-6-methyl-2H-[1,4'-bipyridine] ClC1=NC=C(C(=C1)N1CC(=C(C=C1C)OCCC1=NC=C(C=C1F)F)Cl)Cl